(S)-3-(4-cyclobutylphenyl)-2-methylpropionaldehyde C1(CCC1)C1=CC=C(C=C1)C[C@@H](C=O)C